C(C)(C)(C)OC(=O)N[C@H](C(=O)N1[C@@H]([C@H]2[C@H]3C=C[C@@H]([C@H]2C1)C3=O)C(=O)O)C(C)(C)C (1R,2R,3S,6S,7S)-4-[(2S)-2-[(tert-butoxycarbonyl)amino]-3,3-dimethylbutanoyl]-10-oxo-4-azatricyclo[5.2.1.0^{2,6}]dec-8-ene-3-carboxylic acid